(Z)-N'-hydroxy-3-methoxypropionamidine O\N=C(\CCOC)/N